NN1C(=NC=2N(C(N(C2C1=O)CC1CC1)=O)[C@@H]1O[C@H]([C@@H]([C@H]1O)O)CO)N |&1:18| 1,2-Diamino-7-(cyclopropylmethyl)-9-((2R,3R,4R,SR)-3,4-dihydroxy-5-(hydroxymethyl)tetrahydrofuran-2-yl)-7,9-dihydro-1H-purine-6,8-dione